C1(CCC1)N1N=C(C(=C1NC(O[C@@H](C)C1CC1)=O)C)C1CC(C1)(F)F (S)-1-cyclopropylethyl (1-cyclobutyl-3-(3,3-difluorocyclobutyl)-4-methyl-1H-pyrazol-5-yl)carbamate